2-(2,6-dioxopiperidin-3-yl)-4-[3-[2-(piperidin-4-yl)ethoxy]azetidin-1-yl]isoindole-1,3-dione O=C1NC(CCC1N1C(C2=CC=CC(=C2C1=O)N1CC(C1)OCCC1CCNCC1)=O)=O